NC1=CC=C(CC(CN(CC(=O)O)CC(=O)O)N(CC(=O)O)CC(=O)O)C=C1 2-(4-aminobenzyl)-ethylenediaminetetraacetic acid